CC1=C(C(=O)NC2(CC2)C2=C3C=CC=NC3=CC(=C2)C=2SC=CC2)C=C(C=C1)OCC1N(CC1)C 2-Methyl-5-((1-methylazetidin-2-yl)methoxy)-N-(1-(7-(thiophen-2-yl)quinolin-5-yl)cyclopropyl)benzamide